1-methyl-2-oxo-3H-imidazo[4,5-b]pyridine CN1C(NC2=NC=CC=C21)=O